COC1=CC2=C(N=CC3N(C2=O)CC(C3)=C)C=C1 7-methoxy-2-methylene-2,3-dihydro-1H-benzo[e]pyrrolo[1,2-a][1,4]diazepin-5(11aH)-one